4-Hydroxy-3-iodo-5-methoxystyrene OC1=C(C=C(C=C)C=C1OC)I